COCCCC1=C(C=CC=C1)[N+]=1N(N=NC1)C1=CC=C(C=C1)S(=O)(=O)O (3-methoxy-propylphenyl)-2-(4-sulfophenyl)-2H-tetrazolium